N-(tert-butoxycarbonyl)-L-alanyl-L-alanine C(C)(C)(C)OC(=O)N[C@@H](C)C(=O)N[C@@H](C)C(=O)O